CCCCC[C@@H](CC[C@H]1[C@@H](C[C@@H]([C@@H]1C/C=C\\CCCC(=O)O)O)O)O The molecule is a prostaglandins Falpha that is prost-5-en-1-oic acid substituted by hydroxy groups at positions 9, 11 and 15. It has a role as a rat metabolite. It is a prostaglandins Falpha and a hydroxy monocarboxylic acid. It derives from a prostaglandin F2alpha. It is a conjugate acid of a 13,14-dihydroprostaglandin F2alpha(1-).